CN(C(=S)[C@H]1N(C[C@@H](C1)OCCOCCOC1OCCCC1)C(=O)OC(C)(C)C)C tert-butyl (2S,4R)-2-(dimethylcarbamothioyl)-4-2-[2-(oxan-2-yloxy)ethoxy]ethoxypyrrolidine-1-carboxylate